C(C)(C)N(C(C)C)P(N(C(C)C)C(C)C)CP(OC(C)(C)C)(OC(C)(C)C)=O di-tert-butyl ((bis(diisopropylamino)phosphanyl)methyl)phosphonate